8-Methylidene-10-(2,2,2-trifluoroethyl)-1,2,3,4,7,8,9,10-octahydro-11H-pyrido[4',3':3,4]-pyrazolo[1,5-a][1,4]diazepin-11-one hydrochloride Cl.C=C1CN(C(C=2N(C1)N=C1C2CNCC1)=O)CC(F)(F)F